C1(CCC1)C1CN(C1)CC=1NC2=CC(=CC=C2C1)CNC(=O)C=1N=C2N(C(C1)=O)C=CC=C2 N-({2-[(3-cyclobutyl-azetidin-1-yl)methyl]-1H-indol-6-yl}methyl)-4-oxo-4H-pyrido[1,2-a]pyrimidine-2-carboxamide